(S)-5-(5-(3,5-dimethylisoxazol-4-yl)-1-(1-(methylsulfonyl)piperidin-4-yl)-1H-benzo[d]imidazol-2-yl)-1-(3-fluoro-4-methoxyphenyl)pyrrolidin-2-one CC1=NOC(=C1C1=CC2=C(N(C(=N2)[C@@H]2CCC(N2C2=CC(=C(C=C2)OC)F)=O)C2CCN(CC2)S(=O)(=O)C)C=C1)C